N(N=C1SC2=C(N1CC)C=CC(=C2)S(=O)(=O)O)=C2SC1=C(N2CC)C=CC(=C1)S(=O)(=O)O 2,2'-Azino-bis(3-Ethylbenzothiazoline-6-Sulfonic Acid)